(3S,4s,5R)-4-hydroxy-3,4,5-trimethylpiperidin OC1([C@H](CNC[C@H]1C)C)C